6-(4-Amino-4-methylpiperidin-1-yl)-3-(2,3-dichlorophenyl)pyrazin-2-amine dihydrochloride Cl.Cl.NC1(CCN(CC1)C1=CN=C(C(=N1)N)C1=C(C(=CC=C1)Cl)Cl)C